2,8-dimethyl-5-(5-methylfuran-2-yl)-[1,2,4]triazolo[1,5-c]pyrimidin-7-amine CC1=NN2C(=NC(=C(C2=N1)C)N)C=1OC(=CC1)C